ClC1=CC=C2C(=N1)N=C(O2)N2CC1=C(N=C(N=C1)C)CC2 5-chloro-2-(2-methyl-7,8-dihydro-5H-pyrido[4,3-d]pyrimidin-6-yl)oxazolo[4,5-b]pyridine